IC1=NN(C2=NC(=NC=C21)C)C 3-iodo-1,6-dimethyl-1H-pyrazolo[3,4-d]pyrimidine